FC1=CC(=C2C(=N1)N(C=C2)S(=O)(=O)C2=CC=C(C=C2)C)OC 6-fluoro-4-methoxy-1-(p-tolylsulfonyl)pyrrolo[2,3-b]pyridine